ClC1=C(C=NNC(N)=N)C=CC=C1 2-(2-chlorobenzylidene)hydrazine-carboximidamide